ClC=1[C@H](N(C(=CC1OC([2H])([2H])C1=NC=C(C=C1F)F)C)C1=CC(=NC=C1C)C=1N=C(SC1)C(C(=O)N)(C)C)O (R)-2-(4-(3-chloro-4-((3,5-difluoropyridin-2-yl)methoxy-d2)-5',6-dimethyl-2-oxyl-2H-[1,4'-bipyridine]-2'-yl)thiazol-2-yl)-2-methylpropionamide